tert-butyl N-[(3-bromo-2-methyl-phenyl)methyl]carbamate BrC=1C(=C(C=CC1)CNC(OC(C)(C)C)=O)C